CN1N=CC(=C1)CN1C=2N(C=3C=CC(=CC3C1=O)S(=O)(=O)NC1(CC1)C)[C@H]1[C@@H](N2)CCC1 (7aS,10aR)-6-((1-methyl-1H-pyrazol-4-yl)methyl)-N-(1-methylcyclopropyl)-5-oxo-6,7a,8,9,10,10a-hexahydro-5H-cyclopenta[4,5]imidazo[1,2-a]quinazoline-3-sulfonamide